8-((4-(4-hydroxy-4-(trifluoromethyl)piperidin-1-yl)-2-methylphenyl)amino)-2,3-dihydrobenzo[b][1,4]oxazepin-4(5H)-one OC1(CCN(CC1)C1=CC(=C(C=C1)NC=1C=CC2=C(OCCC(N2)=O)C1)C)C(F)(F)F